COC=1C=C2C(=CC=NC2=CC1OC)OC=1C=C(C=C(C1)OC)NC(C)=O N-(3-((6,7-dimethoxyquinolin-4-yl)oxy)-5-methoxyphenyl)acetamide